CC1(CN(CCO1)C=1C=C(C=C(C1)C(F)(F)F)N1C(N(C=C1C)CC=1C=NN(C1)CC)=O)C 3-[3-(2,2-dimethylmorpholin-4-yl)-5-(trifluoromethyl)phenyl]-1-[(1-ethyl-1H-pyrazol-4-yl)methyl]-4-methyl-1,3-dihydro-2H-imidazol-2-one